ClCC1CCC(CC1)C(=O)O 4-(chloromethyl)cyclohexane-1-carboxylic acid